tert-butyl trans-3a-methoxyhexahydropyrrolo[3,4-c]pyrrole-2(1H)-carboxylate CO[C@@]12[C@H](CNC1)CN(C2)C(=O)OC(C)(C)C